CN1N=CC(=C1)SC1=CC=C(C=C1)[N+](=O)[O-] 1-Methyl-4-(4-nitro-phenylsulfanyl)-1H-pyrazole